N-(3-bromo-6-(2-chloro-5-fluorophenyl)-8-oxo-1,6,7,8-tetrahydropyrrolo[3,4-g]indazol-5-yl)-3-fluoro-5-(trifluoromethyl)benzamide BrC1=NNC2=C3C(=C(C=C12)NC(C1=CC(=CC(=C1)C(F)(F)F)F)=O)C(NC3=O)C3=C(C=CC(=C3)F)Cl